3-(5-bromo-2-chloropyridin-4-yl)-1-cyclopropyl-1H-indole BrC=1C(=CC(=NC1)Cl)C1=CN(C2=CC=CC=C12)C1CC1